1-Phenyl-3-(1-Phenyl-ethyl)Urea C1(=CC=CC=C1)NC(=O)NC(C)C1=CC=CC=C1